FC1=CC2=C(CCO2)C=C1S(=O)(=O)N1CCC(CC1)C=1C(=CC=2N(C1)C=NN2)C 6-(1-((6-fluoro-2,3-dihydrobenzofuran-5-yl)sulfonyl)piperidin-4-yl)-7-methyl-[1,2,4]triazolo[4,3-a]pyridine